C(C)OC(=O)C1=CC2=C(N=C(S2)SC)N1 2-(methylthio)-4H-pyrrolo[2,3-d]Thiazole-5-carboxylic acid ethyl ester